(6-(hydroxymethyl)naphthalen-2-yl)(morpholino)methanone OCC=1C=C2C=CC(=CC2=CC1)C(=O)N1CCOCC1